ClC=1N=C(C2=C(N1)N=CS2)Cl 5,7-dichlorothiazolo[4,5-d]pyrimidine